methylenebis-myristic acid amide C(CCCCCCCCCCCCCC(=O)N)CCCCCCCCCCCCCC(=O)N